C(C1=CC=CC=C1)OC1=C(C=CC=C1F)C1=CC(=CC=C1F)C[C@]1(C[C@H](CC1)NS(=O)(=O)C)C(C#C)=O N-((1S,3R)-3-((2'-(benzyloxy)-3',6-difluoro-[1,1'-biphenyl]-3-yl)methyl)-3-propioloylcyclopentyl)methanesulfonamide